C[C@H]1CN(CCN1C)C1=C(C=C(C=C1)C#CC1CN(C1)C(=O)OC(C)(C)C)NC(=O)C1=CNC(C=C1C(F)(F)F)=O tert-butyl (S)-3-((4-(3,4-dimethylpiperazin-1-yl)-3-(6-oxo-4-(triFluoromethyl)-1,6-dihydropyridine-3-carboxamido)phenyl)ethynyl)azetidin-1-carboxylate